2-(3-(4-methylpiperazino)propylthio)-3H-pyrazolo[1,5-a][1,3,5]triazin-4-one CN1CCN(CC1)CCCSC1=NC=2N(C(N1)=O)N=CC2